FC1(C[C@@H]([C@@H](C2=CC=C(C=C12)O)C1=CC=C(C=N1)N1CCC(CC1)CN1CCN(CC1)C=1C=C2CN(C(C2=CC1)=O)[C@@H]1C(NC(CC1)=O)=O)C1=CC=CC=C1)F (3S)-3-[5-[4-[[1-[6-[(1S,2S)-4,4-difluoro-6-hydroxy-2-phenyl-tetralin-1-yl]-3-pyridyl]-4-piperidyl]methyl]piperazin-1-yl]-1-oxo-isoindolin-2-yl]piperidine-2,6-dione